C1(CCC1)N1N=C(C(=C1N)I)C 1-Cyclobutyl-4-iodo-3-methyl-1H-pyrazol-5-amine